N1(CCC1)CC1(CC1)NC(=O)C1(CC1)OC1=C(C=CC=C1)C(F)(F)F N-(1-(azetidin-1-ylmethyl)cyclopropyl)-1-(2-(trifluoromethyl)phenoxy)cyclopropane-1-carboxamide